OC1=C(C2=CC=CC=C2C=C1)CC1=C(C=CC2=CC=CC=C12)O bis-(2-hydroxynaphthyl)methane